1-[(6-{3-azabicyclo[3.1.0]hex-3-yl}-2-methylpyridin-3-yl)methyl]-3-methoxy-1H-pyrazole-4-carboxylic acid ethyl ester C(C)OC(=O)C=1C(=NN(C1)CC=1C(=NC(=CC1)N1CC2CC2C1)C)OC